2-diethylamino-1,1-dimethylethylamine C(C)N(CC(C)(C)N)CC